2-chloro-6-(cyclopenten-1-yl)pyridine-3-carbonitrile ClC1=NC(=CC=C1C#N)C1=CCCC1